N-[(3S,4R,5S)-3-fluoro-5-methyl-1-(3-oxetanyl)-4-piperidyl]-6-{3-[4-(N-methylcarbamoyl)-5-fluoro-2-anisidino]-1-propynyl}-1-(2,2,2-trifluoroethyl)-1H-1,3-benzimidazole-4-carboxamide F[C@H]1CN(C[C@@H]([C@H]1NC(=O)C1=CC(=CC=2N(C=NC21)CC(F)(F)F)C#CCNC=2C(OC)=CC(=C(C2)C(NC)=O)F)C)C2COC2